(1S,3S,4S)-2-((3-chlorophenyl)-L-leucyl)-N-((S)-1-cyano-2-((R)-2-oxopyrrolidin-3-yl)ethyl)-5,5-difluoro-2-azabicyclo[2.2.2]octane-3-carboxamide ClC=1C=C(C=CC1)N[C@@H](CC(C)C)C(=O)N1[C@@H]2CC([C@H]([C@H]1C(=O)N[C@@H](C[C@@H]1C(NCC1)=O)C#N)CC2)(F)F